Cbz-L-Glycine C(=O)(OCC1=CC=CC=C1)NCC(=O)O